N-methyl-2-methylsulfonyl-thiazolo[4,5-d]pyrimidin-7-amine CNC=1C2=C(N=CN1)N=C(S2)S(=O)(=O)C